FC(C(=O)O)(F)F.FC1=C(C=CC=C1C1CCNCC1)O 2-fluoro-3-(piperidin-4-yl)phenol trifluoroacetic acid salt